FS(C=1C=C2C=C([C@H](OC2=C(C1)CC)C(F)(F)F)C(=O)O)(F)(F)(F)F (S)-6-pentafluorosulfanyl-8-ethyl-2-(trifluoromethyl)-2H-chromene-3-carboxylic acid